4,4'-bis(9H-carbazol-9-yl)-1,1'-biphenyl C1=CC=CC=2C3=CC=CC=C3N(C12)C1=CC=C(C=C1)C1=CC=C(C=C1)N1C2=CC=CC=C2C=2C=CC=CC12